CC(C)(C1=CC=CC=C1)C1=CC=C(C=C1)OC(OC1=CC=C(C=C1)C(C)(C1=CC=CC=C1)C)=O bis-[4-(1-methyl-1-phenylethyl)-phenyl]-carbonate